C1(=CC=CC=C1)C1=NC2=CC=CC=C2C(=N1)C1=CC=C(C=C1)Br 2-phenyl-4-(4-bromophenyl)quinazoline